(S)-1-(3-(4-amino-3-((6-fluoro-1-methyl-1H-benzo[d]imidazol-5-yl)ethynyl)-7-(oxazol-2-yl)-1H-pyrazolo[4,3-c]pyridin-1-yl)pyrrolidin-1-yl)prop-2-en-1-one benzenediboronate C=1(C(=CC=CC1)B(O)O)B(O)O.NC1=NC=C(C2=C1C(=NN2[C@@H]2CN(CC2)C(C=C)=O)C#CC2=CC1=C(N(C=N1)C)C=C2F)C=2OC=CN2